FC1=CC=C(C=C1)C1=C2C(C3C=CC(C=CC13)C(CN(C2)[SH4]OOC2=CC=C(C=C2)C)=O)=O 2-(4-fluorophenyl)-12-[(4-methylphenyl)dioxy-λ6-thio]-12-azatricyclo[4.4.4.03,9]tetradec-1(2),4,7-triene-10,14-dione